N-[4-(6-fluoro-1H-2-benzimidazolyl)benzyl]-(E)-3-(pyridin-3-yl)acrylamide FC=1C=CC2=C(NC(=N2)C2=CC=C(CNC(\C=C\C=3C=NC=CC3)=O)C=C2)C1